C(C)[C@@]1(CN2C(CO1)=C(C(=N2)C2=NC=C(C=C2)F)C2=C1C(=NC=C2)NN=C1)C (R)-6-Ethyl-2-(5-fluoropyridin-2-yl)-6-methyl-3-(1H-pyrazolo[3,4-b]pyridin-4-yl)-6,7-dihydro-4H-pyrazolo[5,1-c][1,4]oxazine